F[B-](F)(F)F.C(C)(C)C1=C(C(=CC=C1)C(C)C)[N+]1=CN(C=2C1=NC=CC2)C2=C(C=C(C=C2C(C)C)C(C)C)C(C)C 3-(2,6-diisopropylphenyl)-1-(2,4,6-triisopropylphenyl)-1H-imidazo[4,5-b]Pyridin-3-ium tetrafluoroborate